CS(=O)(=O)C1=CC=C(C=C1)[N+](=O)[O-] 4-(methylsulfonyl)-1-nitrobenzene